(S)-3-(2-((6-oxo-5-(trifluoromethyl)-1,6-dihydropyridazin-4-yl)amino)propoxy)propanoic acid O=C1C(=C(C=NN1)N[C@H](COCCC(=O)O)C)C(F)(F)F